N[C@H]1C(C(=C(C([C@@H]1C1=C(C=2N=C(N=C(C2S1)NCC=1OC=CC1)Cl)C)([2H])[2H])[2H])[2H])([2H])[2H] 6-((1S,6S)-6-aminocyclohex-3-en-1-yl-2,2,3,4,5,5-d6)-2-chloro-N-(furan-2-ylmethyl)-7-methylthieno[3,2-d]pyrimidin-4-amine